FC(CCCCN1C=CC2=CC(=CC=C12)N)(F)F 1-(5,5,5-trifluoropentyl)-1H-indol-5-amine